Dodeca-3,5,7,9,11-pentaene CCC=CC=CC=CC=CC=C